tri(tridecyl) trimellitate C(C=1C(C(=O)OCCCCCCCCCCCCC)=CC(C(=O)OCCCCCCCCCCCCC)=CC1)(=O)OCCCCCCCCCCCCC